FC1=NNC2=CC=C(C=C12)CNC(=O)C1C[C@H]2CC[C@@H](C1)N2C(=O)OC(C)(C)C Tert-butyl (1R,3S,5S)-3-[[(3-fluoro-1H-indazol-5-yl)methyl]carbamoyl]-8-azabicyclo[3.2.1]octane-8-carboxylate